ClC=1C=C(C=CC1F)NC(N(C1=CC(=CC=C1)C(F)(F)F)CC1=NN=C2N1CCCCC2)=O 3-(3-Chloro-4-fluorophenyl)-1-((6,7,8,9-tetrahydro-5H-[1,2,4]triazolo[4,3-a]azepin-3-yl)methyl)-1-(3-(trifluoromethyl)phenyl)urea